1,2,4-triazol-3-ol N1N=C(N=C1)O